C(=O)OC(C(=O)[O-])(C)C formyloxyisobutyrate